N-(4-formylphenyl)-N-methyl-4-(4-methylpiperazin-1-yl)benzenesulfonamide C(=O)C1=CC=C(C=C1)N(S(=O)(=O)C1=CC=C(C=C1)N1CCN(CC1)C)C